3-[2-(5-cyclopropyl-3-oxo-4-propyl-2H-1,4-benzoxazin-8-yl)-1,2,3,4-tetrahydroisoquinolin-5-yl]-3-(7-methoxy-1-methyl-1H-benzo[d][1,2,3]triazol-5-yl)propionic acid C1(CC1)C1=CC=C(C2=C1N(C(CO2)=O)CCC)N2CC1=CC=CC(=C1CC2)C(CC(=O)O)C2=CC1=C(N(N=N1)C)C(=C2)OC